rac-(1R,2S,3R)-2-((tert-butyldimethylsilyl)oxy)-3-isopropoxycyclohexyl methanesulfonate CS(=O)(=O)O[C@H]1[C@H]([C@@H](CCC1)OC(C)C)O[Si](C)(C)C(C)(C)C |r|